(S)-4-(6-(acetoxymethyl)-5-amino-2-(methylthio)pyrimidin-4-yl)-2-(cyanomethyl)piperazine C(C)(=O)OCC1=C(C(=NC(=N1)SC)N1C[C@@H](NCC1)CC#N)N